1-(4-(benzo[d][1,3]dioxol-5-yl)phenyl)ethan-1-one O1COC2=C1C=CC(=C2)C2=CC=C(C=C2)C(C)=O